[Th].[Ce] cerium-thorium